(E)-2-(2,6-dioxopiperidin-3-yl)-5-(4-(3-(4-(4-(1-(4-hydroxyphenyl)-2-phenylbut-1-en-1-yl)phenyl)piperidin-1-yl)propyl)piperazin-1-yl)isoindoline-1,3-dione O=C1NC(CCC1N1C(C2=CC=C(C=C2C1=O)N1CCN(CC1)CCCN1CCC(CC1)C1=CC=C(C=C1)/C(=C(/CC)\C1=CC=CC=C1)/C1=CC=C(C=C1)O)=O)=O